N-(nonacosanoyl)-4R-hydroxysphinganine C(CCCCCCCCCCCCCCCCCCCCCCCCCCCC)(=O)N[C@H](CO)[C@H](O)C(CCCCCCCCCCCCCC)O